ClC1=CC=C(CC2C(N(C3CC23)C2=CC(=NN2)C2=C(N=NC=C2)C)=O)C=C1 endo-4-(4-chlorobenzyl)-2-(3-(3-methylpyridazin-4-yl)-1H-pyrazol-5-yl)-2-aza-bicyclo[3.1.0]hexan-3-one